O[C@@]1([C@H](CCC1)N1C(C(=CC2=C1N=C(N=C2)NC2(C(CN(CC2([2H])[2H])S(=O)(=O)C)([2H])[2H])[2H])C([2H])(F)F)=O)C([2H])([2H])[2H] (+)-8-((1S,2S)-2-hydroxy-2-(methyl-d3)cyclopentyl)-6-(difluoromethyl-d)-2-((1-(methylsulfonyl)piperidin-4-yl-3,3,4,5,5-d5)-amino)pyrido[2,3-d]pyrimidin-7(8H)-one